C(CCCCCCCCCCCCCCC)(=O)OC(C)C Isopropyl Palmitat